(R)-2-chloro-1-hydroxy-ethyl-4H-benzo[1,4]-oxazin-3-one ClCC(O)[C@H]1OC2=C(NC1=O)C=CC=C2